OC1=NC2=CC=C(C=C2C=C1C(=O)OC)OC methyl 2-hydroxy-6-methoxyquinoline-3-carboxylate